ClC1=CC=C(C=N1)NC1=NC=CC2=CC(=CC=C12)OCC=1C=NN2C1OCCC2 N-(6-chloropyridin-3-yl)-6-((6,7-dihydro-5H-pyrazolo[5,1-b][1,3]oxazin-3-yl)methoxy)isoquinolin-1-amine